CN1C(=C(C(C(=C1C)C(=C)C)=O)C(=O)N)C 1,2,6-trimethyl-4-oxo-5-prop-1-en-2-ylpyridine-3-carboxamide